8-chloroimidazo[1,2-a]pyridine-2-carboxylate ClC=1C=2N(C=CC1)C=C(N2)C(=O)[O-]